ClC=1N=CC2=C(C=CC(=C2C1)[C@H](CC)N[S@@](=O)C(C)(C)C)OC (S)-N-((S)-1-(3-chloro-8-methoxyisoquinolin-5-yl)propyl)-2-methylpropane-2-sulfinamide